C(C)(C)[C@H]1N(OCC1)C1=CC(=NC=N1)NC1=CC=C(C=C1)N1CCN(CC1)C (S)-6-(3-isopropylisoxazolidin-2-yl)-N-(4-(4-methylpiperazin-1-yl)phenyl)pyrimidin-4-amine